1-((2R,5S)-2,5-dimethylpiperazin-1-yl)prop-2-en-1-one C[C@H]1N(C[C@@H](NC1)C)C(C=C)=O